NC=1C(=CC(=C(C1)C=1C(N(C2=CC(=NC=C2C1)NC)CC)=O)Br)F 3-(5-amino-2-bromo-4-fluorophenyl)-1-ethyl-7-(methyl-amino)-1,6-naphthyridin-2(1H)-one